N1(CCCCC1)C1=NC(=CC2=C1N=C(N=C2)NC2=NC=1CCNCC1C=C2)CCO 2-[8-piperidin-1-yl-2-(5,6,7,8-tetrahydro-1,6-naphthyridin-2-ylamino)pyrido[3,4-d]pyrimidin-6-yl]ethanol